FC(S(=O)(=O)OCC(F)F)(F)F 2,2-difluoroethyl trifluoromethane-sulfonate